C(#N)C1=C(C=CC(=C1)C(F)(F)F)N1CCC(CC1)(C(=O)NC[C@H](CO)N(C)C)C=1C=CC(=NC1)C=1C(=NC=CC1)OCC 1-[2-cyano-4-(trifluoromethyl)phenyl]-N-[(2R)-2-(dimethylamino)-3-hydroxypropyl]-4-{2'-ethoxy-[2,3'-bipyridin]-5-yl}piperidine-4-carboxamide